N-(2-(5-chloro-3-methyl-1-propionylindolin-3-yl)ethyl)-N-methylacetamide ClC=1C=C2C(CN(C2=CC1)C(CC)=O)(C)CCN(C(C)=O)C